C(CC)(=O)N1CCC2=CC(=CC=C12)C1=CC=C(C(=O)O)C=C1 4-(1-propionylindolin-5-yl)benzoic Acid